NN1C=CC=2C1=NC=C(C2)C#N amino-1H-pyrrolo[2,3-b]pyridin-5-carbonitrile